FC1=CC=C2C(=C1)O[C@H](C1=C2NC2=C(C=C(C=C12)F)F)[C@@H](CO)O |o1:8| (1R)-1-[(6R*)-3,8,10-trifluoro-6H,11H-chromeno[4,3-b]indol-6-yl]ethane-1,2-diol